disodium bicyclo[2.2.1]heptane-2,3-diformate C12C(C(C(CC1)C2)C(=O)[O-])C(=O)[O-].[Na+].[Na+]